1-(3-Methyloxetan-3-yl)ethan-1-one CC1(COC1)C(C)=O